C1(CC1)C=1C(=NSC1)OCC1CC(C1)C1=NNC(=C1)NC(CC1=CC(=NO1)C)=O N-(3-((1r,3r)-3-(((4-cyclopropylisothiazol-3-yl)oxy)methyl)cyclobutyl)-1H-pyrazol-5-yl)-2-(3-methylisoxazol-5-yl)acetamide